indenopyran O1C=CC=C2C1=CC=1C=CC=CC12